CC(C)(C)[O-].[K+].OC(C)(C)C=1N=CC(=NC1)N1C(O[C@]2(C1)C[C@@](C(CC2)=C)(C)CN2C=NC1=C2C=C(C=C1)C#N)=O (((5S,7R)-3-(5-(2-Hydroxypropan-2-yl)pyrazin-2-yl)-7-methyl-8-methylene-2-oxo-1-oxa-3-azaspiro[4.5]decan-7-yl)methyl)-1H-benzo[d]imidazole-6-carbonitrile Potassium tert-butoxide